OCCOCCNC(CCCCCCC\C=C/CCCCCCCC)=O N-(2-(2-hydroxyethoxy)ethyl)oleamide